C1C(CCC1)C(=O)N 2-cyclopentanecarboxamide